N1(N=NN=C1)C[C@H](C)OC=1C=C(C=CC1Cl)C=1C=NC(=NC1)NC=1C(=NN(C1)C1CCC(CC1)N1CCOCC1)OCC1=CC=NN1C 5-(3-(((S)-1-(1H-tetrazol-1-yl)propan-2-yl)oxy)-4-chlorophenyl)-N-(3-((1-methyl-1H-pyrazol-5-yl)methoxy)-1-((1r,4r)-4-morpholinocyclohexyl)-1H-pyrazol-4-yl)pyrimidin-2-amine